1-(8-fluoro-7-(3-hydroxynaphthalen-1-yl)-2-((tetrahydro-1H-pyrrolizin-7a(5H)-yl)methoxy)pyrido[4,3-d]pyrimidin-4-yl)-3-methylpiperidin-3-ol FC1=C(N=CC2=C1N=C(N=C2N2CC(CCC2)(O)C)OCC21CCCN1CCC2)C2=CC(=CC1=CC=CC=C21)O